ClC1=NC(=CC(=C1)C=1C(=NN2C1N=C(C=C2)C(=O)N[C@H]2COC[C@H]2O)C2=CC(=CC=C2)C#N)C 3-(2-chloro-6-methyl-4-pyridinyl)-2-(3-cyanophenyl)-N-[(3s,4s)-4-hydroxytetrahydrofuran-3-yl]pyrazolo[1,5-a]pyrimidine-5-carboxamide